4-(4-((2-(4-(Ethoxycarbonyl)phenyl)pyrimidin-4-yl)amino)phenyl)piperazine-1-carboxylic acid benzyl ester C(C1=CC=CC=C1)OC(=O)N1CCN(CC1)C1=CC=C(C=C1)NC1=NC(=NC=C1)C1=CC=C(C=C1)C(=O)OCC